1-(4-((2,6-Difluorophenyl)ethynyl)phenyl)piperidin-2-one FC1=C(C(=CC=C1)F)C#CC1=CC=C(C=C1)N1C(CCCC1)=O